FC=1C=CC(=NC1)C1=NN2C(OC(C2)(C)C)=C1C1=C2C(=NC(=C1)C)NN=C2 6-(5-fluoro-2-pyridinyl)-2,2-dimethyl-7-(6-methyl-1H-pyrazolo[3,4-b]pyridin-4-yl)-3H-pyrazolo[5,1-b]oxazole